3-methyl-5-oxomorpholin CC1NC(COC1)=O